1-(1-(5-methoxy-2-(1-methyl-1H-pyrazol-4-yl)-4-nitrophenyl)piperazine-4-yl)-4-(piperidin-4-ylmethyl)piperazine COC=1C(=CC(=C(C1)N1CCN(CC1)N1CCN(CC1)CC1CCNCC1)C=1C=NN(C1)C)[N+](=O)[O-]